N1C(=NC2=C1C=CC=C2)C(N2C(C1=CC(=CC=C1C2)C2=CC=C(C=C2)C2=CC=NC=C2)=O)C2=C(C=CC(=C2)Cl)O 2-((1H-benzo[d]imidazole-2-yl)(5-chloro-2-hydroxyphenyl)methyl)-6-(4-(pyridine-4-yl)phenyl)isoindolin-1-one